3,5-dihydroxy-4,6,6-tris(3-methylbut-2-en-1-yl)-2-(3-methylpentanoyl)cyclohexa-2,4-dien-1-one OC1=C(C(C(C(=C1CC=C(C)C)O)(CC=C(C)C)CC=C(C)C)=O)C(CC(CC)C)=O